3-((1-ethyl-5-oxopyrrolidin-2-yl)methyl)amino-benzoate C(C)N1C(CCC1=O)CNC=1C=C(C(=O)[O-])C=CC1